CC1(C(C1C(=O)NN)C(=O)NN)C 3,3-dimethylcyclopropane-1,2-dicarbohydrazide